(2S,3R)-N-[(3S,4R)-3-hydroxy-2,2-dimethyl-chroman-4-yl]-3-(2-imino-4,4-dimethyl-6-oxo-hexahydropyrimidin-1-yl)-2-methyl-indane-5-carboxamide O[C@@H]1C(OC2=CC=CC=C2[C@H]1NC(=O)C=1C=C2[C@@H]([C@H](CC2=CC1)C)N1C(NC(CC1=O)(C)C)=N)(C)C